3-fluoro-1-(2-fluoroethyl)-N-(6-(1-methyl-1H-pyrazol-4-yl)isoquinolin-3-yl)azetidine-3-carboxamide FC1(CN(C1)CCF)C(=O)NC=1N=CC2=CC=C(C=C2C1)C=1C=NN(C1)C